C(C)N(C1[NH+](CC(N1C)C)C)CC 2-diethylamino-1,3,4-trimethylimidazolinium